(S)-9-methyl-7,7a,8,9,10,11-hexahydro-6H-pyrazino[2,1-d]pyrido[2,3-f][1,2,5]thiadiazepine 5,5-dioxide CN1C[C@H]2CNS(C3=C(N2CC1)N=CC=C3)(=O)=O